C[C@@H]1N(CC1)C=1N=C(C2=C(N1)CCC2)C2=CC=C(C=C2)C21CC(C2)(C1)C(=O)O 3-[4-[2-[(2S)-2-methylazetidin-1-yl]-6,7-dihydro-5H-cyclopenta[d]pyrimidin-4-yl]phenyl]bicyclo[1.1.1]pentane-1-carboxylic acid